ClC1=CC(=C(C=C1)C1=CC=C(C=C1)N1CCNCC1)N1CC(CCC1)N1N=CC(=C1C(F)F)C(=O)O 1-{1-[4-Chloro-4'-(piperazin-1-yl)[1,1'-biphenyl]-2-yl]piperidin-3-yl}-5-(difluoromethyl)-1H-pyrazole-4-carboxylic Acid